COCCOC=1C=C(CNCCCCOCCNC=2C=3C=NNC3C=C(C2)C2=CN=NC=C2)C=C(C1)OC(F)(F)F N-(2-(4-((3-(2-methoxyethoxy)-5-(trifluoromethoxy)benzyl)amino)butoxy)ethyl)-6-(pyridazin-4-yl)-1H-indazol-4-amine